1-tert-pentoxy-1,3,3,3-tetramethyldisiloxane C(C)(C)(CC)O[SiH](O[Si](C)(C)C)C